[I-].C[N+]1=CC=C(C=C1)\C=N\N(CCCN)C1=CC=CC=C1 N'-[(E)-(1-methylpyridin-1-ium-4-yl)methyleneamino]-N'-phenylpropane-1,3-diamine iodide